tetraamino-dihydrophenazine-1,4,6,9-tetrone NC1(C(C(C2=NC=3C(C=CC(C3N=C2C1=O)=O)=O)=O)(N)N)N